2-({[2-chloro-7-(pyridin-2-yl)naphthalen-1-yl]amino}methyl)prop-2-enenitrile ClC1=C(C2=CC(=CC=C2C=C1)C1=NC=CC=C1)NCC(C#N)=C